1-(6-(1-(3-((4-((5-(difluoromethoxy)-pyrimidin-2-yl)amino)piperidin-1-yl)sulfonyl)benzyl)piperidin-4-yl)-5-fluoro-1-methyl-1H-indazol-3-yl)dihydropyrimidine-2,4(1H,3H)-dione FC(OC=1C=NC(=NC1)NC1CCN(CC1)S(=O)(=O)C=1C=C(CN2CCC(CC2)C2=C(C=C3C(=NN(C3=C2)C)N2C(NC(CC2)=O)=O)F)C=CC1)F